ClC1=CC=CC2=C1N=C(S2)Cl dichlorobenzothiazole